C1N(C(=CC2=CC=CC=C12)C(=O)[O-])C(=O)[O-] isoquinoline-2,3-dicarboxylate